(R)-N-(2-(4-cyanothiazolidin-3-yl)-2-oxoethyl)-6-(4-fluoro-1-methylpiperidin-4-yl)quinoline-4-carboxamide C(#N)[C@H]1N(CSC1)C(CNC(=O)C1=CC=NC2=CC=C(C=C12)C1(CCN(CC1)C)F)=O